(S)-2-(cyclohexylmethoxy)-3-(octadecyloxy)propan-1-ol C1(CCCCC1)CO[C@@H](CO)COCCCCCCCCCCCCCCCCCC